3β-(1H-Imidazol-1-yl)-17-(1H-benzimidazol-1-yl)-androsta-5,16-diene hydrochloride Cl.N1(C=NC=C1)[C@@H]1CC2=CC[C@H]3[C@@H]4CC=C([C@@]4(C)CC[C@@H]3[C@]2(CC1)C)N1C=NC2=C1C=CC=C2